1,2-Di(tetrazol-1-yl)propan N1(N=NN=C1)CC(C)N1N=NN=C1